C(C=C)OC1=C2CCN(CC2=CC=C1)C(=O)OC(C)(C)C tert-Butyl 5-(prop-2-en-1-yloxy)-3,4-dihydroisoquinoline-2(1H)-carboxylate